(4-aminophenyl)-1-(oxetan-3-yl)-1H-pyrazolo[3,4-d]pyrimidin-4-ylamine NC1=CC=C(C=C1)NC1=C2C(=NC=N1)N(N=C2)C2COC2